N1(CCC1)C[C@@H]1[C@@H]([C@]2([C@](C3=C(C=NC=C3OC)O2)([C@@H]1O)O)C1=CC=C(C#N)C=C1)C1=CC=CC=C1 |&1:6| rac-4-((4bS,5R,6S,7aR)-6-(azetidin-1-ylmethyl)-4b,5-dihydroxy-4-methoxy-7-phenyl-4b,5,6,7-tetrahydro-7aH-cyclopenta[4,5]furo[2,3-c]pyridin-7a-yl)benzonitrile